5-Ethyl-1'-methyl-2-phenylspiro[indole-3,3'-indolin]-2'-one C(C)C=1C=C2C(=CC1)N=C(C21C(N(C2=CC=CC=C12)C)=O)C1=CC=CC=C1